ClC1=C(C=CC=C1NC1=C(C=CC=C1)OC(F)F)[C@@]1(CC(N(C(N1)=N)C1CCOCC1)=O)C (6S)-6-{2-Chloro-3-[2-(difluoro-methoxy)anilino]phenyl}-2-imino-6-methyl-3-(tetrahydropyran-4-yl)hexahydropyrimidin-4-one